C1(CCCC1)CNC(C)C1=CN=CC2=CC=CC=C12 4-(1-((cyclopentylmethyl)amino)ethyl)isoquinolin